N-Bocpiperidine C(=O)(OC(C)(C)C)N1CCCCC1